FC(CN1N=CC(=C1)C1=NC=CC(=N1)NC1=NC=C(C(=C1)NC1CCC(CC1)(O)C)C1=NN(C=C1)C1CCN(CC1)C)F (1s,4s)-4-((2-((2-(1-(2,2-Difluoroethyl)-1H-pyrazol-4-yl)pyrimidin-4-yl)amino)-5-(1-(1-methylpiperidin-4-yl)-1H-pyrazol-3-yl)pyridin-4-yl)amino)-1-methylcyclohexan-1-ol